C(C)(C)N1[C@@H]2CCC[C@H]1CC2 (1R,3r,5S)-8-Isopropyl-8-azabicyclo[3.2.1]octan